2-[(4-{6-[(4-chloro-2-fluorobenzyl)oxy]pyridin-2-yl}piperidin-1-yl)methyl]-1-[1-(4-methyl-4H-1,2,4-triazol-3-yl)ethyl]-1H-benzimidazole-6-carboxylic acid ClC1=CC(=C(COC2=CC=CC(=N2)C2CCN(CC2)CC2=NC3=C(N2C(C)C2=NN=CN2C)C=C(C=C3)C(=O)O)C=C1)F